BrC=1C=C(C=CC1)C=1SC=C(C1SC)C(F)(F)F 2-(3-bromophenyl)-3-(methylthio)-4-(trifluoromethyl)thiophene